C12CC(CC(CCC1)C2C(=O)[O-])C(=O)[O-] Bicyclo[3.3.1]nonane-3,9-dicarboxylate